COC1=C(C=CC(=C1)OC)CN[C@H]1CN(CCC1)S(=O)(=O)C1=C(C=CC=C1)[N+](=O)[O-] (3R)-N-[(2,4-dimethoxyphenyl)methyl]-1-(2-nitrophenyl)sulfonyl-piperidin-3-amine